C1(=CC=CC2=CC=CC=C12)CC(=O)O.[C] carbon 1-Naphthylacetic acid